(1R,2S,5S)-3-((S)-2-amino-2-cyclopentylacetyl)-6,6-dimethyl-3-azabicyclo[3.1.0]hexane-2-carboxylic acid hydrochloride Cl.N[C@H](C(=O)N1[C@@H]([C@H]2C([C@H]2C1)(C)C)C(=O)O)C1CCCC1